3-((5-(3-fluorophenyl)pyrimidin-2-yl)amino)-N-(3-(methylamino)phenyl)benzamide FC=1C=C(C=CC1)C=1C=NC(=NC1)NC=1C=C(C(=O)NC2=CC(=CC=C2)NC)C=CC1